The molecule is a pyrimidine N-oxide that is pyrimidine-2,4-diamine 3-oxide substituted by a piperidin-1-yl group at position 6. It has a role as a vasodilator agent and an antihypertensive agent. It is a pyrimidine N-oxide, a member of piperidines and an aminopyrimidine. C1CCN(CC1)C2=NC(=N)N(C(=C2)N)O